C1(CCC1)CN(C(=O)OCC1=C(C=NN1C)C1=CC=C(C=N1)O[C@@H]1C[C@H](CCC1)C(=O)O)C (1S,3S)-3-((6-(5-((((cyclobutylmethyl)(methyl)carbamoyl)oxy)methyl)-1-methyl-1H-pyrazol-4-yl)pyridin-3-yl)oxy)cyclohexane-1-carboxylic acid